tert-butyl 4-(5-carbamoyl-4-((2-methoxyphenyl)amino)pyrimidin-2-yl)-3-methylpiperazine-1-carboxylate C(N)(=O)C=1C(=NC(=NC1)N1C(CN(CC1)C(=O)OC(C)(C)C)C)NC1=C(C=CC=C1)OC